Br.FC1=C(CN)C=CC=C1 2-fluorobenzylamine hydrobromide